3-acetyl-1-cyclopentyl-4-methyl-7-[(5-piperazin-1-ylpyrazin-2-yl)amino]1,6-naphthyridin-2-one C(C)(=O)C=1C(N(C2=CC(=NC=C2C1C)NC1=NC=C(N=C1)N1CCNCC1)C1CCCC1)=O